The molecule is an N-acyl-15-methylhexadecasphing-4-enine in which the acyl group has 16 carbons and 0 double bonds and is 2-hydroxylated. It derives from a 15-methylhexadecasphing-4-enine. CCCCCCCCCCCCCCC(C(=O)N[C@@H](CO)[C@@H](/C=C/CCCCCCCCCC(C)C)O)O